(s)-2,3-bis(methylamino)propanoic acid CN[C@H](C(=O)O)CNC